2-(2-chloro-5-isopropyl-8-oxothieno[2',3':4,5]pyrrolo[1,2-d][1,2,4]triazin-7(8H)-yl)-N-(pyrimidin-4-yl)acetamide ClC1=CC2=C(C=C3N2C(=NN(C3=O)CC(=O)NC3=NC=NC=C3)C(C)C)S1